8-(2,3-dichlorophenyl)-4-(dimethylamino)-1,7-naphthyridine-3-carboxylic acid ethyl ester C(C)OC(=O)C=1C=NC2=C(N=CC=C2C1N(C)C)C1=C(C(=CC=C1)Cl)Cl